2-[4-(dibutoxymethyl)piperidin-1-yl]-5-(piperidin-3-yl)pyridine C(CCC)OC(C1CCN(CC1)C1=NC=C(C=C1)C1CNCCC1)OCCCC